OC(C(C(C)C)(C1=CC=CC=C1)C1=CC=CC=C1)O dihydroxy-3,3-dimethyldiphenylpropane